ClC1=C2OC=3C=C(C=CC3CC2=CC=C1)N1CCCC1 1-(5-chloro-9H-xanthen-3-yl)pyrrolidine